3-bromo-4,5-dichloro-N,N-diphenylaniline BrC=1C=C(N(C2=CC=CC=C2)C2=CC=CC=C2)C=C(C1Cl)Cl